O=C1N(C2=CC=CC=C2C(N1C1=C(C=C(C(=C1)F)F)F)=O)CC1=CC=C(C(=O)NO)C=C1 4-((2,4-dioxo-3-(2,4,5-trifluorophenyl)-3,4-dihydroquinazolin-1(2H)-yl)methyl)-N-hydroxybenzamide